5-((5-((3'-(3-(2-oxa-7-azaspiro[4.5]decan-7-yl)propoxy)-2-methyl-[1,1'-biphenyl]-3-yl)methoxy)-4-chloro-2-formylphenoxy)methyl)nicotinonitrile C1OCCC12CN(CCC2)CCCOC=2C=C(C=CC2)C2=C(C(=CC=C2)COC=2C(=CC(=C(OCC=1C=NC=C(C#N)C1)C2)C=O)Cl)C